rac-N5-(2-(hydroxymethyl)cyclopropyl)-1-(3-methoxybenzyl)-N3-methyl-2-oxo-1,2-dihydropyridine-3,5-dicarboxamide OCC1C(C1)NC(=O)C=1C=C(C(N(C1)CC1=CC(=CC=C1)OC)=O)C(=O)NC